CC=1NC=C2C=CC=CC12 (1-methylisoindole)